1,2,4-benzenetricarboxylic acid tris[4-(vinyloxy) butyl] ester C(=C)OCCCCOC(=O)C=1C(=CC(=CC1)C(=O)OCCCCOC=C)C(=O)OCCCCOC=C